N-(5-((1R,3r,5S,6r)-6-(dimethylcarbamoyl)bicyclo[3.1.0]hexan-3-yl)-1H-pyrazol-3-yl)-3-(methoxymethyl)-1-methyl-1H-pyrazole-5-carboxamide CN(C(=O)C1[C@H]2CC(C[C@@H]12)C1=CC(=NN1)NC(=O)C1=CC(=NN1C)COC)C